(1R,6S)-6-((S)-5-Chloro-6-fluoro-2-phenyl-2-((S)-pyrrolidin-2-yl)-2,3-dihydrobenzofuran-4-yl)-7-fluoro-1-hydroxy-2,3-dihydro-1H-indene-5-carboxamide ClC=1C(=CC2=C(C[C@@](O2)([C@H]2NCCC2)C2=CC=CC=C2)C1C1=C(C=C2CC[C@H](C2=C1F)O)C(=O)N)F